1-benzyl-3-(3-(3,5-bis(trifluoromethyl)phenyl)-1H-1,2,4-triazol-1-yl)-5-chloropyrazin-2(1H)-one C(C1=CC=CC=C1)N1C(C(=NC(=C1)Cl)N1N=C(N=C1)C1=CC(=CC(=C1)C(F)(F)F)C(F)(F)F)=O